ClC1=C(OCC(=O)OC2=CC=C3C(C(=COC3=C2)C2=CC=CC=C2)=O)C=CC(=C1)Cl 7-(2,4-dichlorophenoxyacetoxy)-isoflavone